4-{[(2S)-4-tert-butoxy-2-{4-[5-chloro-2-(1,2-oxazol-3-yl)phenyl]-5-methoxy-2-oxopyridin-1(2H)-yl}butanoyl]amino}benzoic acid C(C)(C)(C)OCC[C@@H](C(=O)NC1=CC=C(C(=O)O)C=C1)N1C(C=C(C(=C1)OC)C1=C(C=CC(=C1)Cl)C1=NOC=C1)=O